4-bromo-7-fluoro-1-(hydroxymethyl)-3-methyl-benzimidazol-2-one BrC1=CC=C(C=2N(C(N(C21)C)=O)CO)F